benzyl (S)-1-((4R,5S)-4-methyl-2-oxo-5-phenyloxazolidine-3-carbonyl)-6-azaspiro[2.5]octane-6-carboxylate C[C@H]1N(C(O[C@H]1C1=CC=CC=C1)=O)C(=O)[C@H]1CC12CCN(CC2)C(=O)OCC2=CC=CC=C2